S1C(=NC=C1)C1CCC(CC1)NC(O)=O N-(4-thiazol-2-ylcyclohexyl)carbamic acid